(2S,4R)-2-[5,6-bis(dibenzylamino)pyridin-2-yl]-4-(difluoromethyl)-4-hydroxy-piperidine-1-carboxylic acid C(C1=CC=CC=C1)N(C=1C=CC(=NC1N(CC1=CC=CC=C1)CC1=CC=CC=C1)[C@H]1N(CC[C@](C1)(O)C(F)F)C(=O)O)CC1=CC=CC=C1